monoethyl fluoromalonate potassium salt [K+].FC(C(=O)OCC)C(=O)[O-]